FC1([C@H]2[C@@H](NC1)CN(C2=O)CC(C#N)(C)C)F 3-((cis)-3,3-difluoro-4-oxohexahydropyrrolo[3,4-b]pyrrol-5(1H)-yl)-2,2-dimethylpropionitrile